Tetrakis-(mesitoyl)stannan C1(=C(C(=CC(=C1)C)C)C(=O)[Sn](C(=O)C1=C(C=C(C=C1C)C)C)(C(=O)C1=C(C=C(C=C1C)C)C)C(=O)C1=C(C=C(C=C1C)C)C)C